3,6-dimethoxyterephthalaldehyde COC=1C=C(C=O)C(=CC1C=O)OC